FC(O[C@@H]1C[C@H](N(C1)C(CNC(=O)C=1C=CC=2SC3=CC=CC=C3OC2C1)=O)C(=O)NCC1=CC2=C(CN(CC2)C)S1)F (2S,4R)-4-(difluoromethoxy)-N-((6-methyl-4,5,6,7-tetrahydrothieno[2,3-c]pyridin-2-yl)methyl)-1-((phenoxathiine-3-carbonyl)glycyl)pyrrolidine-2-carboxamide